3'-((5-amino-6-chloropyrimidin-4-yl)amino)-4'-(4-methylpiperazin-1-yl)-[1,1'-biphenyl]-4-carboxylic acid NC=1C(=NC=NC1Cl)NC=1C=C(C=CC1N1CCN(CC1)C)C1=CC=C(C=C1)C(=O)O